ClC=1N=C(C2=C(N1)CCSC2)Cl 2,4-dichloro-7,8-dihydro-5H-thiopyrano[4,3-d]pyrimidine